(8aS)-6-oxo-7-(prop-2-yn-1-yl)hexahydropyrrolo[1,2-a]pyrazine-2(1H)-carboxylic acid tert-butyl ester C(C)(C)(C)OC(=O)N1C[C@H]2N(CC1)C(C(C2)CC#C)=O